NC1=NC=CC2=C1N(C(N2[C@H]2CN(CCC2)C(=O)C(C#N)=CC(C)(C)N2C[C@@H](CC2)OC)=O)C2=CC=C(C=C2)OC2=CC=CC=C2 2-((R)-3-(4-amino-2-oxo-3-(4-phenoxyphenyl)-2,3-dihydro-1H-imidazo[4,5-c]pyridin-1-yl)piperidine-1-carbonyl)-4-((R)-3-methoxypyrrolidin-1-yl)-4-methylpent-2-enenitrile